Cl.C(C)[C@]1(C(OCC=2C(N3CC=4C(=NC=5C=C(C(=C6C5C4[C@@](CC6)(C)NCCO)C)F)C3=CC21)=O)=O)O (1S,9S)-9-ethyl-5-fluoro-9-hydroxy-1-((2-hydroxyethyl)amino)-1,4-dimethyl-2,3,12,15-tetrahydrobenzo[de]pyrano[3',4':6,7]indolizino[1,2-b]quinoline-10,13(1H,9H)-dione hydrochloride